Pyrimidine-3-carboxylic acid [4-(5-chloro-2-difluoromethoxy-phenyl)-2-(4-oxo-piperidin-1-yl)-thiazol-5-yl]-amide ClC=1C=CC(=C(C1)C=1N=C(SC1NC(=O)N1CN=CC=C1)N1CCC(CC1)=O)OC(F)F